CC1=C2C(=NC(=C1C(=O)OCC)NC(=O)NC(C(Cl)(Cl)Cl)=O)CCC2 ethyl 4-methyl-2-(3-(2,2,2-trichloroacetyl)ureido)-6,7-dihydro-5H-cyclopenta[b]pyridine-3-carboxylate